COC1=CC=C(OCC[C@@](CO)(O)C)C=C1 (2S)-4-(4-methoxyphenoxy)-2-methylbutane-1,2-diol